11-{(S)-1-carboxy-3-[2-(2-{[2-(2-{[2-(2-bromoacetyl-amino)ethylcarbamoyl]methoxy}ethoxy)ethylcarbamoyl]methoxy}ethoxy)ethyl-carbamoyl]propylcarbamoyl}undecanoic acid C(=O)(O)[C@H](CCC(NCCOCCOCC(NCCOCCOCC(NCCNC(CBr)=O)=O)=O)=O)NC(=O)CCCCCCCCCCC(=O)O